(1R,3S)-3-(5-{2-[3-(benzyloxy)-2-formylphenoxy]acetamido}-2H-pyrazol-3-yl)cyclopentyl N-tert-butylcarbamate C(C)(C)(C)NC(O[C@H]1C[C@H](CC1)C=1NN=C(C1)NC(COC1=C(C(=CC=C1)OCC1=CC=CC=C1)C=O)=O)=O